C1=CC(=C(C(=C1)Cl)Cl)O DICHLOROPHENOL